NC1=C(C(=O)OCC)C=CC=C1I Ethyl 2-amino-3-iodobenzoate